benzyl-diphenyl-(dimethylamino)phosphonium chloride [Cl-].C(C1=CC=CC=C1)[P+](N(C)C)(C1=CC=CC=C1)C1=CC=CC=C1